BrC=1C=CC(=C(C(=O)OCC)C1)Cl ethyl 5-bromo-2-chlorobenzoate